[Si](C1=CC=CC=C1)(C1=CC=CC=C1)(C(C)(C)C)OCC1=C[C@H]([C@H]2[C@@]1(OC(O2)(C)C)CC)N2C=CC1=C2N=CN=C1Cl 7-((3aS,4R,6aR)-6-(((tert-butyldiphenylsilyl)oxy)methyl)-6a-ethyl-2,2-dimethyl-4,6a-dihydro-3aH-cyclopenta[d][1,3]dioxol-4-yl)-4-chloro-7H-pyrrolo[2,3-d]pyrimidine